7-(1-(1H-1,2,4-triazole-1-carbonyl)azetidin-2-yl)-2-(4-phenoxy-phenyl)-4,5,6,7-tetrahydropyrazolo[1,5-a]pyrimidine-3-carboxamide N1(N=CN=C1)C(=O)N1C(CC1)C1CCNC=2N1N=C(C2C(=O)N)C2=CC=C(C=C2)OC2=CC=CC=C2